FC=1C=C(C=CC1C(CC(=O)O)C#CC)C1=CC=CC=C1 3-(3-fluoro-[1,1'-biphenyl]-4-yl)hex-4-ynoic acid